tert-butyl N-[2-[3-chloro-5-[[2-(2,6-dioxo-3-piperidyl)-1-oxo-isoindolin-5-yl]methylcarbamoylamino]phenyl]ethyl]carbamate ClC=1C=C(C=C(C1)NC(NCC=1C=C2CN(C(C2=CC1)=O)C1C(NC(CC1)=O)=O)=O)CCNC(OC(C)(C)C)=O